CN(C)CC1CCN(CC1)C1=C(C=C(C=N1)CC1=CN=C2C(=NC(=NN21)OC(CC)CCC)N)C 7-((6-(4-((dimethylamino)methyl)piperidin-1-yl)-5-methylpyridin-3-yl)methyl)-2-(hexan-3-yloxy)imidazo[2,1-f][1,2,4]triazin-4-amine